copper (ii) water O.[Cu+2]